C(C1=CC=CC=C1)NC[C@H](CCCCl)O (S)-1-benzylamino-5-chloro-2-pentanol